tert-butyl 4-((6-(4-chloro-2-fluorophenoxy)pyridin-2-yl)methyl)piperidine-1-carboxylate ClC1=CC(=C(OC2=CC=CC(=N2)CC2CCN(CC2)C(=O)OC(C)(C)C)C=C1)F